2-bromoethyl heptadecan-9-yl carbonate C(OCCBr)(OC(CCCCCCCC)CCCCCCCC)=O